1-(3-phenylthioureidopropyl)-3-ethylimidazole bromide salt [Br-].C1(=CC=CC=C1)NC(NCCCN1CN(C=C1)CC)=S